N-methyl-N-((S)-1-(methylsulfonyl)pyrrolidine-3-carbonyl)-L-valine CN([C@@H](C(C)C)C(=O)O)C(=O)[C@@H]1CN(CC1)S(=O)(=O)C